((((2R,3S,4R,5R)-5-(6-chloro-4-((((R)-tetrahydrofuran-3-yl)methyl)amino)-1H-pyrazolo[3,4-d]pyrimidin-1-yl)-3,4-dihydroxytetrahydrofuran-2-yl)methoxy)methyl)phosphonic acid ClC1=NC(=C2C(=N1)N(N=C2)[C@H]2[C@@H]([C@@H]([C@H](O2)COCP(O)(O)=O)O)O)NC[C@@H]2COCC2